ClC1=NC(=C(C(=N1)N1C[C@@H](N(CC1)C(=O)OCC1=CC=CC=C1)CC#N)[N+](=O)[O-])CC1(CCOC2=CC=CC=C12)C(=O)OC benzyl (2S)-4-(2-chloro-6-((4-(methoxycarbonyl)chroman-4-yl)methyl)-5-Nitropyrimidin-4-yl)-2-(cyanomethyl)piperazine-1-carboxylate